methyl-2-(1,3-dimethyl-2-oxo-5-phenoxyindolin-3-yl)acetate COC(CC1(C(N(C2=CC=C(C=C12)OC1=CC=CC=C1)C)=O)C)=O